ClC1=CC(=C(C=C1)C1=NOC=C1C1=NC=CC=C1CO)F (αs)-[3-(4-chloro-2-fluorophenyl)-4-isoxazolyl]-3-pyridinemethanol